2-(7-Aza-1H-Benzothiazole-1-yl)-1,1,3,3-tetramethyluronium hexafluorophosphate F[P-](F)(F)(F)(F)F.S1(C=NC2=C1N=CC=C2)OC(=[N+](C)C)N(C)C